BrCC1=CC(=C2N=C(C(NC2=C1)=O)C)C=1C=NC=CC1 7-(bromomethyl)-3-methyl-5-(pyridin-3-yl)quinoxalin-2(1H)-one